(±)-4-(3-(2-((1r,3r)-2-Oxa-6-azaadamantan-6-yl)acetyl)-4-fluoro-2,5-dimethyl-1H-pyrrol-1-yl)-2-fluorobenzonitrile C12OC3CC(N(C(C1)C3)CC(=O)C3=C(N(C(=C3F)C)C3=CC(=C(C#N)C=C3)F)C)C2